FC1=C(C=CC=C1)C1=NC=CC(=C1)NC1=NC=NC2=CC(=C(C=C12)N)N1CCOCC1 N4-(2-(2-fluorophenyl)pyridin-4-yl)-7-morpholinoquinazoline-4,6-diamine